C[C@H]1CN(C[C@@H](N1)C)C1=C2C=NC(=NC2=C(C=C1)C(=O)NC=1N=C(C=2N(C1)C=C(N2)C)OC)OCCOC 5-[(3S,5S)-3,5-dimethylpiperazin-1-yl]-2-(2-methoxyethoxy)-N-(8-methoxy-2-methyl-imidazo[1,2-a]pyrazin-6-yl)quinazoline-8-carboxamide